3-iodo-1-methyl-1H-pyrrolo[3,2-c]pyridine IC1=CN(C2=C1C=NC=C2)C